ClC=1C=CC(=NC1)S[C@@H]1CN(CC1)C=1C=C(C=CC1CO)C1=C(C=CC=C1)C(C)C (S)-3-(3-((5-chloropyridin-2-yl)thio)pyrrolidin-1-yl)-2'-isopropyl-[1,1'-biphenyl]-4-methanol